(S)-N-(6-(Dimethylamino)pyridin-2-yl)-N-methyl-3-(6-methyl-4-(trifluoromethyl)pyridin-2-yl)-2-oxooxazolidine-4-carboxamide CN(C1=CC=CC(=N1)N(C(=O)[C@H]1N(C(OC1)=O)C1=NC(=CC(=C1)C(F)(F)F)C)C)C